ClC1=CC=C(C=C1)N(CCCCC1=CC(=NO1)C(=O)OCC)C1CCCCC1 ethyl 5-(4-((4-chlorophenyl)(cyclohexyl)amino)butyl)isoxazole-3-carboxylate